COC=1C=C(CN2C(N(C3=CC=C(C=C3C2=O)OC(C#N)C)C2CCN(CC2)C=O)=O)C=CC1OC 2-{[3-(3,4-dimethoxybenzyl)-1-(1-formylpiperidin-4-yl)-2,4-dioxo-1,2,3,4-tetrahydroquinazolin-6-yl]oxy}propanenitrile